N-[3-[6-(difluoromethoxy)-3,4-dihydro-2H-1,4-benzoxazin-7-yl]-1-[2-oxo-2-(1-piperidinyl)ethyl]pyrazol-4-yl]pyrazolo[1,5-a]pyrimidine-3-carboxamide FC(OC=1C(=CC2=C(NCCO2)C1)C1=NN(C=C1NC(=O)C=1C=NN2C1N=CC=C2)CC(N2CCCCC2)=O)F